FC(C1=CC=C(C=C1)NC(=O)C1=CC=CC(=N1)C=1C=C2C(=CNC2=CC1)C(=O)N)(F)F 5-(6-((4-(trifluoromethyl)phenyl)carbamoyl)pyridin-2-yl)-1H-indole-3-carboxamide